C1(=CC=CC=C1)C=1C=C(C=2N(C1)C=C(N2)C2=C(C=CC=C2)S)C2=CC=CC=C2 2-(6,8-diphenylimidazo[1,2-a]pyridin-2-yl)benzenethiol